4-(2,2-diphenylvinyl)-1-methylpyridine C1(=CC=CC=C1)C(=CC1=CCN(C=C1)C)C1=CC=CC=C1